2'-bromospiro[cyclopenta[2,1-b:3,4-b']dipyridine-5,9'-fluorene] BrC1=CC=2C3(C4=CC=CC=C4C2C=C1)C=1C(=NC=CC1)C1=NC=CC=C13